C12C(CC(C=C1)C2)C(=O)OC methyl bicyclo[2.2.1]hept-5-ene-2-carboxylate